C1(=C(C(=C(C(=C1[2H])[2H])[2H])[2H])[2H])C1=C(C(=CC=C1)C1=C(C(=C(C(=C1[2H])[2H])[2H])[2H])[2H])NC=1C(=CC=CC1)NC1=CC(=CC=C1)OC1=CC(=CC=C1)N(C1=CC=CC=C1)C1=NC=CC(=C1)C(C)(C)C N1-([1,1':3',1''-Terphenyl]-2'-yl-2,2'',3,3'',4,4'',5,5'',6,6''-d10)-N2-(3-(3-((4-(tert-butyl)pyridin-2-yl)(phenyl)amino)phenoxy)phenyl)benzene-1,2-diamine